(S)-2-(difluoromethyl)-5-(4-(pyrazolo[1,5-a]pyridin-2-yl)-6,7-dihydro-1H-imidazo[4,5-c]pyridin-5(4H)-yl)-1,3,4-oxadiazole FC(C=1OC(=NN1)N1[C@@H](C2=C(CC1)NC=N2)C2=NN1C(C=CC=C1)=C2)F